O1N=C(C=C1)C(=O)N 1,2-oxazol-3-carboxamid